1-(4-(3-(3-cyclopropyl-1H-indazol-5-yl)imidazo[1,2-b]pyridazin-6-yl)piperazin-1-yl)ethan-1-one C1(CC1)C1=NNC2=CC=C(C=C12)C1=CN=C2N1N=C(C=C2)N2CCN(CC2)C(C)=O